potassium nitrogen phosphate salt P(=O)([O-])([O-])[O-].[N+3].[K+]